4,5,6,7-tetrahydro-2H-pyrazolo[4,3-c]pyridin-3-ol N=1NC(=C2CNCCC21)O